2-(4-cyclopropylpiperazin-1-yl)-N-(6-(5-methyl-1,3,4-thiadiazol-2-yl)isoquinolin-3-yl)acetamide C1(CC1)N1CCN(CC1)CC(=O)NC=1N=CC2=CC=C(C=C2C1)C=1SC(=NN1)C